C(N)(OC=O)=O ketomethyl carbamate